FC1=C(OC=2C=CC(=NC2)NC(=O)C2CC23CCN(CC3)C(=O)OC(C)(C)C)C=CC(=C1)F tert-butyl 1-((5-(2,4-difluorophenoxy)pyridin-2-yl)carbamoyl)-6-azaspiro[2.5]octane-6-carboxylate